ClC1=CC=C(CC2C3C4(NC(C2CC4CN3CC(C)C)=O)C(=O)NCC(C)C)C=C1 7-(4-chlorobenzyl)-N,1-diisobutyl-5-oxooctahydro-3aH-3,6-methanopyrrolo[3,2-b]pyridine-3a-carboxamide